S1C=CC2=C1C1(OCC2)C(CNCC1)C=O 4',5'-dihydrospiro[piperidine-4,7'-thieno[2,3-c]pyran]-3-carbaldehyde